C(#N)C1CC(C1)(CC1=NN=CN1C)C=1C=C(C=CC1)NC(C1=NC(=CC(=C1)CN1C[C@H](OCC1)C)C1CC1)=O N-(3-((1r,3R)-3-cyano-1-((4-methyl-4H-1,2,4-triazol-3-yl)methyl)cyclobutyl)phenyl)-6-cyclopropyl-4-(((R)-2-methylmorpholino)methyl)picolinamide